2-(3-oxopentyl)benzoic acid O=C(CCC1=C(C(=O)O)C=CC=C1)CC